C1(CC1)CNC1=NC(=CC2=C1N=C(N=C2)N[C@@H]2[C@@H](COC2)NC(C=C)=O)C2=C(C(=CC(=C2Cl)OC)OC)Cl N-((3S,4R)-4-((8-((cyclopropylmethyl)amino)-6-(2,6-dichloro-3,5-dimethoxyphenyl)pyrido[3,4-d]pyrimidin-2-yl)amino)tetrahydrofuran-3-yl)acrylamide